C1(CC1)N(C(=O)N[C@H]1[C@@H](C1)C1=CC(=C(C=C1)F)C)[C@H]1CN(CCC1)C=1N=NC=CC1 1-cyclopropyl-3-[(1R,2S)-2-(4-fluoro-3-methylphenyl)cyclopropyl]-1-[(3R)-1-(pyridazin-3-yl)piperidin-3-yl]urea